C(C)OC(C[C@@H](C=1C=C(C=CC1)C1=C(C=CC=C1)C)NC(=O)NC=1C(N(C=CC1O)C)=O)=O (S)-3-(3-(4-hydroxy-1-methyl-2-oxo-1,2-dihydropyridin-3-yl)ureido)-3-(2'-methylbiphenyl-3-yl)propanoic acid ethyl ester